2,3-disulfanyl-propan-1-ol SC(CO)CS